3-(4-(4-((trans-4-((5-(trifluoromethyl)pyridin-2-yl)amino)cyclohexyl)sulfonyl)phenyl)pyridin-2-yl)oxetan-3-ol FC(C=1C=CC(=NC1)N[C@@H]1CC[C@H](CC1)S(=O)(=O)C1=CC=C(C=C1)C1=CC(=NC=C1)C1(COC1)O)(F)F